FC=1C=C(C=CC1)[C@@H]1N(CCC1)C=1C=CC=2N(N1)C(=CN2)C2=CC=CC(=N2)N2CCN(CC2)CC=2C=C(C=CC2)C2C(NC(CC2)=O)=O 3-(3-((4-(6-(6-((R)-2-(3-fluorophenyl)pyrrolidin-1-yl)imidazo[1,2-b]pyridazin-3-yl)pyridin-2-yl)piperazin-1-yl)methyl)phenyl)piperidine-2,6-dione